C(C1=CC=CC=C1)OC1=C(C(OC12CCC(CC2)OCCOCCOCCOCCOCCOCCOCC(=O)O)=O)C2=C(C=C(C=C2C)C)C 20-(((5s,8s)-4-(benzyloxy)-3-mesityl-2-oxo-1-oxaspiro[4.5]dec-3-en-8-yl)oxy)-3,6,9,12,15,18-hexaoxaicosan-1-oic acid